C(#N)C=1C=C(C=CC1OC(C)C)C1=CN(C2=NC=CC(=C21)OC2=C(C=C(C=C2F)NC(=O)NCC2(COC2)C)F)COCC[Si](C)(C)C 1-{4-[(3-[3-cyano-4-(propan-2-yloxy)phenyl]-1-{[2-(trimethylsilyl)ethoxy]methyl}-1H-pyrrolo[2,3-b]pyridin-4-yl)oxy]-3,5-difluorophenyl}-3-[(3-methyloxetan-3-yl)methyl]urea